COC(C1=CC(=C(C=C1)NC1=CC(=CC=C1)NC(C(C)C)=O)C1CC1)=O 3-cyclopropyl-4-{[3-(2-methylpropanoylamino)phenyl]Amino}benzoic acid methyl ester